C1(=CC=CC=C1)P(C1=NC2=CC=CC=C2C(=C1)P(C1=CC=CC=C1)C1=CC=CC=C1)C1=CC=CC=C1 2,4-bisdiphenylphosphinoquinoline